ClC1=CC=C(C=C1)C1=NN(CC1C1=CC=CC=C1)C(=NS(=O)(=O)C1=CC=C(C=C1)C#C)SC methyl 3-(4-chlorophenyl)-N-((4-ethynylphenyl)sulfonyl)-4-phenyl-4,5-dihydro-1H-pyrazole-1-carbimidothioate